2,5-dioxa-8-azaspiro[3.5]nonane TFA salt OC(=O)C(F)(F)F.C1OCC12OCCNC2